N-(2,6-dimethylphenyl)-N-ethyl-2,6-dimethylbenzamidine CC1=C(C(=CC=C1)C)N(C(C1=C(C=CC=C1C)C)=N)CC